CC1=CC(=NC=C1[N+](=O)[O-])C(=O)O 4-Methyl-5-nitropyridinecarboxylic acid